Cl.C(C)C1=C(OCCCCC=2C=CC3=C(NC(=N3)C(=O)N3CCNCC3)C2)C=CC=C1 (6-(4-(2-ethylphenoxy)butyl)-1H-benzo[d]imidazol-2-yl)(piperazin-1-yl)methanone hydrochloride